O[C@H]1CN(CC[C@H]1NC1=NC=C(C=C1)C(F)(F)F)S(=O)(=O)C1=CC=C(C=C1)C1=CC(=NC=C1C)C(=O)N 4-(4-(((3S,4R)-3-Hydroxy-4-((5-(trifluoromethyl)pyridin-2-yl)amino)piperidin-1-yl)sulfonyl)phenyl)-5-methylpicolinamide